C(C)(=O)OC1CCC2=C1N=C(N=C2C(N[C@@H]2CC[C@H](CC2)OC)=O)Cl 2-chloro-4-{[(trans)-4-methoxycyclohexyl]carbamoyl}-5H,6H,7H-cyclopenta[d]pyrimidin-7-yl acetate